methyl 1-(adamantan-1-ylmethyl)-5-methyl-1H-pyrazole-4-carboxylate C12(CC3CC(CC(C1)C3)C2)CN2N=CC(=C2C)C(=O)OC